OC(=O)C(F)(F)F.C(N)(O)=O carbamate TFA salt